FC=1C(=CC2=CC=CC=C2C1)C1=NC=CC=C1C=1NC2=CC=CC=C2C1 2-(2-(3-Fluoronaphthalen-2-yl)pyridin-3-yl)-1H-indole